2-{[(1S)-1-(4-Chlorophenyl)ethyl]amino}-8-[3-(trifluoromethyl)benzyl]pyrido[2,3-d]pyrimidin-7(8H)-on ClC1=CC=C(C=C1)[C@H](C)NC=1N=CC2=C(N1)N(C(C=C2)=O)CC2=CC(=CC=C2)C(F)(F)F